CC(CCC)(C(CCC)(C1=CC=CC=C1)C)C1=CC=CC=C1 4,5-dimethyl-4,5-diphenyloctane